2-(4-(2-((4-(Bis((Z)-2-hydroxyoctadec-9-en-1-yl)amino)butyl)disulfaneyl)ethyl)piperazin-1-yl)ethyl 4-(bis((9Z,12Z,15Z)-2-hydroxyoctadeca-9,12,15-trien-1-yl)amino)butanoate OC(CN(CCCC(=O)OCCN1CCN(CC1)CCSSCCCCN(CC(CCCCCC\C=C/CCCCCCCC)O)CC(CCCCCC\C=C/CCCCCCCC)O)CC(CCCCCC\C=C/C\C=C/C\C=C/CC)O)CCCCCC\C=C/C\C=C/C\C=C/CC